tert-butyl 4-(oxetan-2-yl)-4-phenethylpiperidine-1-carboxylate O1C(CC1)C1(CCN(CC1)C(=O)OC(C)(C)C)CCC1=CC=CC=C1